N-oleoyl-sarcosine lead [Pb].C(CCCCCCC\C=C/CCCCCCCC)(=O)N(C)CC(=O)O